NC1=CC=C(C=C1)S(=O)(=O)NCC1=C2C(=NC=3C=C(C(=CC13)C)F)C1=CC3=C(C(N1C2)=O)COC([C@]3(O)CC)=O (S)-4-amino-N-((4-ethyl-8-fluoro-4-hydroxy-9-methyl-3,14-dioxo-3,4,12,14-tetrahydro-1H-pyrano[3',4':6,7]indolizino[1,2-b]quinolin-11-yl)methyl)benzenesulfonamide